OC1=C(C=C(C=C1C(C)(C)C)CCC(=O)[O-])C(C)(C)C 3-(4'-hydroxy-3',5'-di-tert-butylphenyl)propionate